C(#N)C1(CC1)N(C(C1=C(C=CC(=C1)C=1C=NN(C1)C=1N(N=C(C1OC(F)F)C(C(F)(F)F)(F)F)C)C(F)(F)F)=O)CC N-(1-Cyanocyclopropyl)-5-[1-[4-(difluoromethoxy)-2-methyl-5-(1,1,2,2,2-pentafluoroethyl)pyrazol-3-yl]pyrazol-4-yl]-N-ethyl-2-(trifluoromethyl)benzamid